C(C)C1=C(C=CC(=C1)F)NC1=C(C(=O)O)C=CC(=C1)C(F)(F)F 2-((2-ethyl-4-fluorophenyl)amino)-4-(trifluoromethyl)benzoic acid